BrC=1C=C2C(=NC1)N(C=C2I)S(=O)(=O)C2=CC=C(C)C=C2 5-bromo-3-iodo-1-tosyl-1H-pyrrolo[2,3-b]pyridine